1,3-dihydroxymethyl-urea OCNC(=O)NCO